(R)-3-(6-(2-Benzyl-4-(benzylsulfonyl)piperazin-1-yl)-1-methyl-1H-pyrazolo[3,4-d]pyrimidin-3-yl)-2,6-difluoro-5-(trifluoromethyl)phenol C(C1=CC=CC=C1)[C@H]1N(CCN(C1)S(=O)(=O)CC1=CC=CC=C1)C1=NC=C2C(=N1)N(N=C2C=2C(=C(C(=C(C2)C(F)(F)F)F)O)F)C